COC[C@@H]1C[C@H](C1)NC1=NN2C(C=N1)=C(C=C2)C=2C=C1C(=NC2)N=C(N1C1CCOCC1)C N-(trans-3-(methoxymethyl)cyclobutyl)-5-(2-methyl-1-(tetrahydro-2H-pyran-4-yl)-1H-imidazo[4,5-b]pyridin-6-yl)pyrrolo[2,1-f][1,2,4]triazin-2-amine